1-Chloro-2-(4-chlorophenyl)-3-(2-chlorophenyl)-2-propanol ClCC(CC1=C(C=CC=C1)Cl)(O)C1=CC=C(C=C1)Cl